methyl N-[5-[6-[ethyl-(4-fluorophenyl)carbamoyl]imidazo[1,2-a]pyridin-3-yl]-2-pyridyl]carbamate C(C)N(C(=O)C=1C=CC=2N(C1)C(=CN2)C=2C=CC(=NC2)NC(OC)=O)C2=CC=C(C=C2)F